3-(3-(cyclohexylmethoxy)phenyl)prop-2-yn-1-amine C1(CCCCC1)COC=1C=C(C=CC1)C#CCN